CC=1N(C=C(N1)C)C1=CC=C(C=N1)\C(\C)=N\NC1=NC=NC2=CC=CC=C12 (E)-4-(2-(1-(6-(2,4-dimethyl-1H-imidazol-1-yl)pyridin-3-yl)ethylidene)hydrazino)quinazoline